3-(3-(4-(dimethylamino)phenoxy)azetidin-1-yl)-2-(1H-pyrrol-1-yl)benzoic acid CN(C1=CC=C(OC2CN(C2)C=2C(=C(C(=O)O)C=CC2)N2C=CC=C2)C=C1)C